NC1=NC(=NC2=C(C=CC=C12)C1=C(C=C(C=C1C)\C=C\C#N)C)NC1=NC(=C(C#N)C=C1)C (E)-6-((4-Amino-8-(4-(2-cyanovinyl)-2,6-dimethylphenyl)quinazolin-2-yl)amino)-2-methylnicotinonitrile